(3s,4s,E)-1-Iodo-2,4-dimethylhexa-1,5-dien-3-ol I\C=C(\[C@H]([C@H](C=C)C)O)/C